CC=1N=COC1 4-methyl-oxazole